3-((4-(4-((4-(3-(6-amino-5-((R)-1-(5-fluoro-2-(2H-1,2,3-triazol-2-yl)phenyl)ethoxy)pyridin-3-yl)benzyl)piperazin-1-yl)methyl)piperidin-1-yl)phenyl)amino)piperidine-2,6-dione NC1=C(C=C(C=N1)C=1C=C(CN2CCN(CC2)CC2CCN(CC2)C2=CC=C(C=C2)NC2C(NC(CC2)=O)=O)C=CC1)O[C@H](C)C1=C(C=CC(=C1)F)N1N=CC=N1